N-(3-chloro-5-(methylsulfonamido)phenyl)-1-(3-((3,5-difluorobenzyl)oxy)-5-(methoxymethyl)pyridin-2-yl)-1H-pyrazole-4-carboxamide ClC=1C=C(C=C(C1)NS(=O)(=O)C)NC(=O)C=1C=NN(C1)C1=NC=C(C=C1OCC1=CC(=CC(=C1)F)F)COC